N-(5-chloro-6-(difluoromethoxy)pyridin-3-yl)-N'-(2-methyl-8-(propan-2-yl)imidazo[1,2-b]pyridazin-7-yl)urea ClC=1C=C(C=NC1OC(F)F)NC(=O)NC1=C(C=2N(N=C1)C=C(N2)C)C(C)C